C(C)(C)C1=NNC2=CC=C(C(=C12)C)C(=O)NC1(CS(C1)(=O)=O)C 3-isopropyl-4-methyl-N-(3-methyl-1,1-dioxidothietan-3-yl)-1H-indazole-5-carboxamide